(E)-4-(1-methyl-3-(3-phenylprop-1-en-1-yl)-1H-1,2,4-triazol-5-yl)morpholine CN1N=C(N=C1N1CCOCC1)\C=C\CC1=CC=CC=C1